(2-chloro-6-fluorophenyl)-4-((4-((4-cyclopropylpiperazin-1-yl)sulfonyl)phenyl)amino)pyridazine-3-carboxamide hydrochloride Cl.ClC1=C(C(=CC=C1)F)C=1C(=C(N=NC1)C(=O)N)NC1=CC=C(C=C1)S(=O)(=O)N1CCN(CC1)C1CC1